C(C)OC(C(C1=CC=CC=C1)NCCC1=CC=C(C=C1)C#N)=O.N(=C=O)CC1=CC=C(C=C1)C1=CC=CC=C1 [4-(isocyanatomethyl)phenyl]benzene ethyl-2-((4-cyanophenylethyl)amino)-2-phenylacetate